NC1=NC=NN1CCC[Si](OCC)(OCC)OCC 5-amino-1-[3-(triethoxysilyl)propyl]-1,2,4-triazole